C(C=C)(=O)OCCCCOC(=O)OC1=C(C(=O)O)C=CC=C1 ((4-(acryloyloxy)butoxycarbonyl)oxy)benzoic acid